O[C@@H](C(=O)OCC)CC |r| Racemic-ethyl 2-hydroxybutyrate